4-[[4,6-bis(octylthio)-1,3,5-triazin-2-yl]amino]-2,6-bis(1,1-dimethylethyl)phenol C(CCCCCCC)SC1=NC(=NC(=N1)SCCCCCCCC)NC1=CC(=C(C(=C1)C(C)(C)C)O)C(C)(C)C